(benzyloxy)-3-bromo-5-fluoro-2,6-xylenecarboxylic acid C(C1=CC=CC=C1)OC=1C(=C(C(=C(C1F)C)C(=O)O)C)Br